(3-[(1R)-1-amino-8-azaspiro[4.5]decan-8-yl]-5-methyl-6-[(1-methyl-1H-indol-7-yl)sulfanyl]pyrazin-2-yl)methanol N[C@@H]1CCCC12CCN(CC2)C=2C(=NC(=C(N2)C)SC=2C=CC=C1C=CN(C21)C)CO